1,3,8-trimethoxy-6-methylanthracene COC1=CC(=CC2=CC3=CC(=CC(=C3C=C12)OC)C)OC